tricyclo[4.2.2.12,5]undecane C12C3CCC(C(CC1)CC2)C3